4-(2-(4-chloro-2-fluorophenyl)-2-methylbenzo[d][1,3]dioxol-4-yl)-1,4,5,6-tetrahydro-1,2,4-triazine ClC1=CC(=C(C=C1)C1(OC2=C(O1)C=CC=C2N2C=NNCC2)C)F